hydroxy-2-oxo-2H-[1,3'-bipyridine]-3-carboxamidine OC1=C(C(N(C=C1)C=1C=NC=CC1)=O)C(=N)N